Di-caprylyl Carbonate C(OC(CCCCCCC)=O)(OC(CCCCCCC)=O)=O